benzyl 5-(4-(4,6-bis((3-((3-aminopropyl)amino)-3-oxopropyl)amino)-1,3,5-triazin-2-yl)piperazin-1-yl)-5-oxopentanoate TFA salt OC(=O)C(F)(F)F.NCCCNC(CCNC1=NC(=NC(=N1)NCCC(NCCCN)=O)N1CCN(CC1)C(CCCC(=O)OCC1=CC=CC=C1)=O)=O